Nonylphenoxyethyl Acrylate C(C=C)(=O)OCC(OC1=CC=CC=C1)CCCCCCCCC